OC1=C(C=C2C(=NC=NC2=C1)N1CCC(CC1)CCP(O)(O)=O)OC (2-(1-(7-hydroxy-6-methoxyquinazolin-4-yl)piperidin-4-yl)ethyl)phosphonic acid